ClC1=C(C(=CC=C1)Cl)N1CC(C1)C1=CC(=C(CN2CC(C2)C(=O)OC)C(=C1)C)C methyl 1-(4-(1-(2,6-dichlorophenyl) azetidin-3-yl)-2,6-dimethylbenzyl)-azetidine-3-carboxylate